((6S,7R)-7-(5-bromo-6-methoxy-2H-indazol-2-yl)-6-methyl-2-azaspiro[3.5]nonan-2-yl)ethan-1-one BrC1=CC2=CN(N=C2C=C1OC)[C@H]1[C@H](CC2(CN(C2)C(C)=O)CC1)C